[Na+].OCCN(C1(NC=C(C=C1)N)CCCCCCCCCCCCCCC1=C(C=CC=C1)S(=O)(=O)[O-])CCO 2-bis(hydroxyethyl)amino-5-aminopyridinemyristylbenzenesulphonic acid sodium salt